NC1=C(C=C(C=C1)C[C@H](C(=O)O)NC(=O)OC(C)(C)C)F (2R)-3-(4-amino-3-fluoro-phenyl)-2-(tert-butoxycarbonylamino)propanoic acid